ClC=1C(=C(C(=O)[O-])C=C(N1)C)F 2-Chloro-3-fluoro-6-methylisonicotinate